N-[1-[[2-chloro-5-[2-[(3R)-3-hydroxypyrrolidin-1-yl]-4-pyridyl]phenyl]methyl]-2-[4-(3-methylimidazol-4-yl)anilino]-2-oxo-ethyl]-2-methyl-pyrazole-3-carboxamide ClC1=C(C=C(C=C1)C1=CC(=NC=C1)N1C[C@@H](CC1)O)CC(C(=O)NC1=CC=C(C=C1)C=1N(C=NC1)C)NC(=O)C=1N(N=CC1)C